C1(CCCC1)N1CCN(CC1)[C@H]1CCCC([C@@H]1NC(CC=1C(=C(C=CC1)C1=CC(=CC(=C1)F)F)F)=O)(F)F N-((1R,6S)-6-(4-cyclopentylpiperazin-1-yl)-2,2-difluorocyclohexyl)-2-(2,3',5'-trifluoro-[1,1'-biphenyl]-3-yl)acetamide